methyl 3-bromo-6-cyclohexylpicolinate BrC=1C(=NC(=CC1)C1CCCCC1)C(=O)OC